C(C)(C)(C)OC(=O)N1CC(C2(CC1)CC=CCC2)C2=C(C1=C(N=CN=C1N)N2C)C=2C=NC=CC2 (4-amino-7-methyl-5-(pyridin-3-yl)-7H-pyrrolo[2,3-d]pyrimidin-6-yl)-3-azaspiro[5.5]undec-8-ene-3-carboxylic acid tert-butyl ester